Lithium 2-(2-(4-Fluoro-3-methylphenyl)-5-methylpiperidin-1-yl)-2-oxoacetate FC1=C(C=C(C=C1)C1N(CC(CC1)C)C(C(=O)[O-])=O)C.[Li+]